CC(CC1=CC=CC=C1)C(=O)CC 2-methyl-1-phenylpropione